3-methoxybenzylboronic acid pinacol ester COC=1C=C(CB2OC(C)(C)C(C)(C)O2)C=CC1